6-(indolin-4-ylmethyl)-N2-methyl-N4-((1S,2S)-2-methylcyclopropyl)pyridine-2,4-dicarboxamide N1CCC2=C(C=CC=C12)CC1=CC(=CC(=N1)C(=O)NC)C(=O)N[C@@H]1[C@H](C1)C